1-Boc-2-methoxycarbonylmethylpiperazine C(=O)(OC(C)(C)C)N1C(CNCC1)CC(=O)OC